O1C(=NC2=C1C=CC=C2)C(C(C)(C)C)N(C(C#C[Si](C(C)C)(C(C)C)C(C)C)=O)C2=CC(=C(C=C2)OC2CC2)Cl N-(1-(benzo[d]oxazol-2-yl)-2,2-dimethylpropyl)-N-(3-chloro-4-cyclopropoxyphenyl)-3-(triisopropylsilyl)propiolamide